3-N-((4-(3-cyclopropyl-1,2,4-oxadiazol-5-yl)bicyclo[2.2.2]octan-1-yl)methyl)-3-fluoro-N-(3-(8-methoxy-[1,2,4]triazolo[1,5-a]pyridin-6-yl)phenyl)bicyclo[1.1.1]pentane-1-carboxamide C1(CC1)C1=NOC(=N1)C12CCC(CC1)(CC2)CN2CN=C1N2C=C(C=C1OC)C=1C=C(C=CC1)NC(=O)C12CC(C1)(C2)F